N=1N=CN2C1C=CC(=C2)C2=C(N=C(C(=N2)C(=O)NCC2=C(C=CC=C2F)F)N)C=2OC=CN2 6-([1,2,4]triazolo[4,3-a]pyridin-6-yl)-3-amino-N-(2,6-difluorobenzyl)-5-(oxazol-2-yl)pyrazine-2-carboxamide